2-cyclohexyl-N1-(3-morpholinopropyl)benzene-1,4-diamine C1(CCCCC1)C1=C(C=CC(=C1)N)NCCCN1CCOCC1